2,3,4,5,6-pentabromo-1-chlorobenzene BrC1=C(C(=C(C(=C1Br)Br)Br)Br)Cl